COC(C(P(=O)(OC)OC)NC(C)=O)=O acetylamino-(dimethoxy-phosphoryl)-acetic acid methyl ester